FC1(OC2=C(O1)C=CC(=C2)[C@H](C)OC=2C=C(C=NC2)N2N=C(C1=C2N(CCC1)C(=O)C1=CC=C(C(=O)O)C=C1)C(F)(F)F)F (S)-4-(1-(5-(1-(2,2-difluorobenzo[d][1,3]dioxol-5-yl)ethoxy)pyridin-3-yl)-3-(trifluoromethyl)-4,5,6,7-tetrahydro-1H-pyrazolo[3,4-b]pyridine-7-carbonyl)benzoic acid